N-(4-(2-((2S,5R)-2-(1-(4-bromophenyl)-3-(4-fluorophenyl)-1H-pyrazol-4-yl)-5-methyl-4-oxooxazolidin-3-yl)ethyl)phenyl)methanesulfonamide BrC1=CC=C(C=C1)N1N=C(C(=C1)[C@@H]1O[C@@H](C(N1CCC1=CC=C(C=C1)NS(=O)(=O)C)=O)C)C1=CC=C(C=C1)F